4-(2-(tetrahydro-2H-pyran-4-yl)phenyl)piperidine hydrochloride tert-butyl-4-(2-(tetrahydro-2H-pyran-4-yl)phenyl)piperidine-1-carboxylate C(C)(C)(C)OC(=O)N1CCC(CC1)C1=C(C=CC=C1)C1CCOCC1.Cl.O1CCC(CC1)C1=C(C=CC=C1)C1CCNCC1